N-(1-(2-bromophenyl)-2-methylpropan-2-yl)-4-(2-(difluoromethyl)-1H-benzo[d]imidazole-1-yl)-6-morpholino-1,3,5-triazin-2-amine BrC1=C(C=CC=C1)CC(C)(C)NC1=NC(=NC(=N1)N1C(=NC2=C1C=CC=C2)C(F)F)N2CCOCC2